4-(4-(3-(pyridin-4-ylcarbamoyl)-1-(tetrahydro-2H-pyran-2-yl)-1H-indazol-5-yl)phenyl)piperazine-1-carboxylic acid tert-butyl ester C(C)(C)(C)OC(=O)N1CCN(CC1)C1=CC=C(C=C1)C=1C=C2C(=NN(C2=CC1)C1OCCCC1)C(NC1=CC=NC=C1)=O